C1(=CC=CC=C1)C1=NC(=NC(=N1)C=1C=C(C=CC1)C1=CC(=CC(=C1)C1=CC=CC=C1)C1=CC=CC=C1)C=1C=C(C=CC1)C1=C2C=3C=CC=CC3NC2=CC=C1 5-(3-(4-phenyl-6-(5'-phenyl-[1,1':3',1''-terphenyl]-3-yl)-1,3,5-triazin-2-yl)phenyl)-9H-carbazole